COC(=O)[C@H]1CC2=C(NC3=CC=CC=C23)[C@H](N1C(CCl)=O)C1=CC2=C(OCO2)C=C1 (1R,3R)-1-(1,3-benzodioxolane-5-yl)-2-(chloroacetyl)-2,3,4,9-tetrahydro-1H-pyrido[3,4-B]indole-3-carboxylic acid methyl ester